2-(tert-butylamino)-1-methyl-6-carbonyl-1,6-dihydropyridine-3-carboxylic acid methyl ester COC(=O)C1=C(N(C(C=C1)=C=O)C)NC(C)(C)C